C[Si]1(CCCC1)CC=C 1-methyl-1-allyl-1-silacyclopentane